4,4-dimethyl-2-amino-2-Phenylcyclohexanone CC1(CC(C(CC1)=O)(C1=CC=CC=C1)N)C